COC1=CC=C(CN2N=C(C=C2N)C)C=C1 (4-methoxybenzyl)-3-methyl-1H-pyrazol-5-amine